C(C1=CC=CC=C1)N([C@@H]1C[C@@H]2N([C@H](OC2)C2=CC=CC=C2)C1=O)CC1=CC=CC=C1 (3R,6R,7aS)-6-(dibenzylamino)-3-phenyltetrahydropyrrolo[1,2-c]oxazol-5(3H)-one